(R or S)-1-(1,1-Dioxidothiomorpholino)-3-(5-(5-(trifluoromethyl)-1,2,4-oxadiazol-3-yl)pyridin-2-yl)-2-(3-(trifluoromethyl)phenyl)propan-1-one O=S1(CCN(CC1)C([C@H](CC1=NC=C(C=C1)C1=NOC(=N1)C(F)(F)F)C1=CC(=CC=C1)C(F)(F)F)=O)=O |o1:8|